7-chloro-2-(chloromethyl)pyrido[2,3-d]pyrimidin-4(3H)-one ClC=1C=CC2=C(N=C(NC2=O)CCl)N1